O=C1N(CC=2C=C3C(=CC12)OCC31CCN(CC1)CC=1C=NC(=NC1)N1CCCC1)C1C(NC(CC1)=O)=O 3-(7-oxo-1'-((2-(pyrrolidin-1-yl)pyrimidin-5-yl)methyl)-5,7-dihydro-2H,6H-spiro[furo[2,3-f]isoindole-3,4'-piperidin]-6-yl)piperidine-2,6-dione